4-bromobutyrate BrCCCC(=O)[O-]